1-(2-methyl-3-(trifluoromethyl)phenyl)ethanone CC1=C(C=CC=C1C(F)(F)F)C(C)=O